N-(1-(6,7-difluoro-1-oxo-1,2-dihydroisoquinolin-4-yl)ethyl)-7-fluoro-N-methyl-1H-indole-2-carboxamide FC=1C=C2C(=CNC(C2=CC1F)=O)C(C)N(C(=O)C=1NC2=C(C=CC=C2C1)F)C